O=S1(CC2(C1)CC(C2)NC2=NC=CC(=N2)C2=C(N=C(S2)N2C1CN(CC2CC1)C)C=1C(=C(C=CC1)NC(C)=O)F)=O N-(3-(5-(2-((2,2-Dioxido-2-thiaspiro[3.3]heptan-6-yl)amino)pyrimidin-4-yl)-2-(3-methyl-3,8-diazabicyclo[3.2.1]octan-8-yl)thiazol-4-yl)-2-fluorophenyl)acetamide